(3S,4S) or (3R,4R)-4-(4-(2,6-dichloroquinazolin-7-yl)piperazin-1-yl)-4-methyltetrahydrofuran-3-ol ClC1=NC2=CC(=C(C=C2C=N1)Cl)N1CCN(CC1)[C@@]1([C@@H](COC1)O)C |o1:18,19|